(S)-2-(4-(7,7-difluoro-2-(2-methylazetidin-1-yl)-6,7-dihydro-5H-cyclopenta[d]pyrimidine-4-yl)phenoxy)-1-(piperazin-1-yl)ethan-1-one FC1(CCC2=C1N=C(N=C2C2=CC=C(OCC(=O)N1CCNCC1)C=C2)N2[C@H](CC2)C)F